Phenetyl-Disiloxane C1(=CC=C(C=C1)OCC)[SiH2]O[SiH3]